ClC1=C(CNC(C2=CC=C(C=C2)NC(=O)NCC2=CC=NC=C2)=O)C=CC(=C1)Cl N-(2,4-dichlorobenzyl)-4-(3-(pyridin-4-ylmethyl)ureido)benzamide